O=C1C[C@H](N(C1)C(=O)O)C(=O)N1CSCC1 (2S)-4-oxo-2-(3-thiazolidinecarbonyl)-1-pyrrolidinecarboxylic acid